sec-Butyl-(5-ethyl-2-pyridin-2-yl-pyrimidin-4-yl)amine C(C)(CC)NC1=NC(=NC=C1CC)C1=NC=CC=C1